N1(CCC1)C(=O)OC(C)(C)C T-butyl azetidine-1-carboxylate